2'-(2-((tert-butyldimethylsilyl)oxy)ethyl)-6'-chloro-3-hydroxy-1',2'-dihydro-3'H-spiro[cyclobutane-1,4'-isoquinolin]-3'-one [Si](C)(C)(C(C)(C)C)OCCN1CC2=CC=C(C=C2C2(C1=O)CC(C2)O)Cl